6-(5-carboxypyridine-2-yl)pyridine-3-formic acid C(=O)(O)C=1C=CC(=NC1)C1=CC=C(C=N1)C(=O)O